C([2H])([2H])([2H])N1N=C(C=C1)C(=O)O (methyl-d3)-1H-pyrazole-3-carboxylic acid